3-(2-(2-methoxyethoxy)ethoxy)propanamide COCCOCCOCCC(=O)N